FC(C(=O)O)(F)F.N1(CCC1)C1CC(NC(C1)=O)=O 4-(Azetidin-1-yl)piperidine-2,6-dione 2,2,2-trifluoroacetate